7-(4-(2-methyl-1,3-thiazol-5-yl)benzyl)-2,3-dihydrofuro[3,2-b]pyridine-5-carboxylic acid methyl ester COC(=O)C1=CC(=C2C(=N1)CCO2)CC2=CC=C(C=C2)C2=CN=C(S2)C